2-hydroxypropyl (3-ethyl-3-oxetanylmethyl) ether C(C)C1(COC1)COCC(C)O